C(C)(C)C1=C(C=CC=C1)C=1N=C(C2=C(N1)C=CO2)NCC2=CC(=C(C=C2)C=2N(C=C(N2)C(F)(F)F)C)OC 2-(2-Isopropylphenyl)-N-(3-methoxy-4-(1-methyl-4-(trifluoromethyl)-1H-imidazol-2-yl)benzyl)furo[3,2-d]pyrimidin-4-amine